N-(2-bromo-6-methylpyridine-3-yl)-3,3-difluorocyclobutane-1-carboxamide BrC1=NC(=CC=C1NC(=O)C1CC(C1)(F)F)C